C(C)OC=1C=C2C=CN=C(C2=C(C1)C)N[C@H]1CN(CCC1)C(=O)OC(C)(C)C tert-butyl (R)-3-((6-ethoxy-8-methylisoquinolin-1-yl)amino)piperidine-1-carboxylate